4,4'-{1-[4-(tert-Butyl)phenyl]-3-methyl-2-(4-(1-methylpyridin-1-ium-4-yl)phenyl)-1H-phenanthro[9,10-d]imidazole-3-ium-6,9-diyl}bis(1-methylpyridin-1-ium) tetrakis(tetrafluoroborate) F[B-](F)(F)F.F[B-](F)(F)F.F[B-](F)(F)F.F[B-](F)(F)F.C(C)(C)(C)C1=CC=C(C=C1)N1C(=[N+](C2=C1C1=CC=C(C=C1C=1C=C(C=CC12)C1=CC=[N+](C=C1)C)C1=CC=[N+](C=C1)C)C)C1=CC=C(C=C1)C1=CC=[N+](C=C1)C